N-(5-(2,3-dihydro-[1,4]dioxino[2,3-b]pyridin-6-yl)-4-((4-methyl-6-(methylsulfonyl)pyridin-2-yl)amino)pyridin-2-yl)acetamide O1CCOC2=NC(=CC=C21)C=2C(=CC(=NC2)NC(C)=O)NC2=NC(=CC(=C2)C)S(=O)(=O)C